thiophene-2,5-diboronic acid dipivalyl ester C(C(C)(C)C)(=O)OB(OC(C(C)(C)C)=O)C=1SC(=CC1)B(O)O